HEXAMETHYLENEDIUREA N(C(=O)N)CCCCCCNC(=O)N